C1(CCCCC1)[C@H](C(=O)O)N1C[C@@H]([C@H](C1)CN1C2CC(CC1CC2)N2C(=NC1=C2C=CC=C1)C)C1=CC(=CC=C1)F (2R)-Cyclohexyl((3S,4R)-3-(3-fluorophenyl)-4-{[3-endo-(2-methyl-1H-benzimidazol-1-yl)-8-azabicyclo[3.2.1]oct-8-yl]methyl}pyrrolidin-1-yl)ethanoic acid